ClC1=C(C=CC(=N1)N)SC1=NC=C(N=C1)Cl 6-chloro-5-((5-chloropyrazin-2-yl)thio)pyridin-2-amine